[O-2].[Th+4].[O-2] Thorium oxid